tert-Butyl (1S,4S)-5-benzyl-2,5-diazabicyclo[2.2.2]octane-2-carboxylate C(C1=CC=CC=C1)N1[C@@H]2CN([C@H](C1)CC2)C(=O)OC(C)(C)C